C(C)OC([C@@H](NC(C1=CC=C(C=C1)NC)=O)CCC(=O)OCC)=O (S)-4-methylaminobenzoyl-glutamic acid diethyl ester